2-[(2S,5S)-2-(3-fluorophenyl)-5-methyl-1-piperidyl]-N-(5-methyl-3-pyridyl)-2-oxo-acetamide FC=1C=C(C=CC1)[C@H]1N(C[C@H](CC1)C)C(C(=O)NC=1C=NC=C(C1)C)=O